7-{3-[bis(pyridin-2-yl)amino]azetidin-1-yl}-5-methyl-4-oxo-1-(1,3-thiazol-2-yl)-1,4-dihydro-1,8-naphthyridine-3-carboxylic acid N1=C(C=CC=C1)N(C1CN(C1)C1=CC(=C2C(C(=CN(C2=N1)C=1SC=CN1)C(=O)O)=O)C)C1=NC=CC=C1